(R)-4-(7-(4-bromo-3-(trifluoromethyl)benzoyl)-6-methyl-2-(4-methylpent-1-yn-1-yl)-4-oxo-5,6,7,8-tetrahydropyrido[3,4-d]pyrimidin-3(4H)-yl)-N-methylbenzamide BrC1=C(C=C(C(=O)N2CC=3N=C(N(C(C3C[C@H]2C)=O)C2=CC=C(C(=O)NC)C=C2)C#CCC(C)C)C=C1)C(F)(F)F